1-(3'-(5-(4-(tert-butyl)piperazin-1-yl)pyridin-3-yl)-3-chloro-5'-fluoro-2'-hydroxy-[1,1'-biphenyl]-4-yl)-3-methyl-1H-imidazol-2(3H)-one C(C)(C)(C)N1CCN(CC1)C=1C=C(C=NC1)C=1C(=C(C=C(C1)F)C1=CC(=C(C=C1)N1C(N(C=C1)C)=O)Cl)O